OC1=CC=C(C=C1)C(C#N)(C1=CC=C(C=C1)C)C1=CC=C2C=3CCCCC3NC2=C1 2-(4-Hydroxyphenyl)-2-(2,3,4,9-tetrahydro-1H-carbazol-7-yl)-2-(p-tolyl)acetonitrile